FCC(=O)N(C[C@@H]1C(NCC1)=O)NC(=O)[C@H](CC(C)C)NC(=O)C=1NC2=CC=CC=C2C1 N-[(1S)-1-[[(2-fluoroacetyl)-[[(3R)-2-oxo-pyrrolidin-3-yl]methyl]amino]carbamoyl]-3-methyl-butyl]-1H-indole-2-carboxamide